3-(2-(5-chloro-1H-pyrazolo[3,4-b]pyridin-3-yl)-5-fluoro-7H-pyrrolo[2,3-d]pyrimidin-7-yl)-4,4-dimethylpentanoic acid ethyl ester C(C)OC(CC(C(C)(C)C)N1C=C(C2=C1N=C(N=C2)C2=NNC1=NC=C(C=C12)Cl)F)=O